tert-butyl (4R)-4-methyl-1-[1-[2-(trifluoromethyl)phenyl]ethyl]-1H,4H,5H,6H,7H-[1,2,3]triazolo[4,5-c]pyridine-5-carboxylate C[C@H]1N(CCC2=C1N=NN2C(C)C2=C(C=CC=C2)C(F)(F)F)C(=O)OC(C)(C)C